3-((5-fluoro-2-((2-methoxy-4-(4-methylpiperazin-1-yl)phenyl)amino)pyrimidin-4-yl)amino)benzoic acid methyl ester COC(C1=CC(=CC=C1)NC1=NC(=NC=C1F)NC1=C(C=C(C=C1)N1CCN(CC1)C)OC)=O